C(C)(C)C1=C(NC2=CC=C(C=C12)C1CCN(CC1)CC(=O)NC)C=1C=C(C2=C(NC(O2)=O)C1)C 2-(4-(3-isopropyl-2-(7-methyl-2-oxo-2,3-dihydrobenzo[d]oxazol-5-yl)-1H-indol-5-yl)piperidin-1-yl)-N-methylacetamide